[Na].[Na].C(C)OCC1(CCN(CC1)CC=1C=NC=CC1)CCC1=CC=CC=C1 3-((4-(ethoxymethyl)-4-phenethyl-piperidin-1-yl)methyl)pyridine disodium